C(C1=CC=CC=C1)OC(C)C 2-(benzyloxy)propane